Dimethyl 2,2-difluorohexanedioate FC(C(=O)OC)(CCCC(=O)OC)F